FC=1C=C(C=CC1)C1=NN(C=C1/C=C/C(=O)O)C1=CC=CC=C1 (E)-3-(3-(3-fluorophenyl)-1-phenyl-1H-pyrazol-4-yl)acrylic acid